N[C@H]1CN(CCC1)C(=O)C1=CC2=C(N(C(=N2)C2=CC=3C=4N2CCNC4C=CC3)C)C(=C1)OC (R)-(3-Aminopiperidin-1-yl)(2-(2,3-dihydro-1H-pyrrolo[1,2,3-de]quinoxalin-5-yl)-7-methoxy-1-methyl-1H-benzo[d]imidazol-5-yl)methanone